C1(CC1)CN1CC(NCC1)=O 4-(cyclopropylmethyl)piperazin-2-one